FC1=C2CCN(CC2=CC=C1N1CCCC1)C=1N=C(C2=C(N1)CC[S@]2=O)NC2(CCC2)CO (R)-2-(5-fluoro-6-(pyrrolidin-1-yl)-3,4-dihydroisoquinolin-2(1H)-yl)-4-((1-(hydroxymethyl)cyclobutyl)amino)-6,7-dihydrothieno[3,2-d]pyrimidine 5-oxide